C1(CC1)NS(=O)(=O)C=1C(=C(C(=CC1CCCCC)O)C1CCCC(=C1)C)O N-cyclopropyl-2,6-dihydroxy-5'-methyl-4-pentyl-1',2',3',4'-tetrahydro-[1,1'-biphenyl]-3-sulfonamide